C[C@H]1CN(C[C@H](O1)C)C1=NC=C(C=C1)N (2S,6R)-2,6-dimethyl-4-(5-aminopyridin-2-yl)morpholine